COC(=O)C1=NN(N=C1)C1=NC=C(C=C1Cl)NC(=O)C=1C=NN(C1C(F)(F)F)C1=C2C=CC=NC2=CC=C1 2-(3-chloro-5-(1-(quinolin-5-yl)-5-(trifluoromethyl)-1H-pyrazole-4-carboxamido)pyridin-2-yl)-2H-1,2,3-triazole-4-carboxylic acid methyl ester